(3aR,5s,6aS)-N-[6-(2-chloro-5-fluoro-phenyl)pyridazin-3-yl]-2-[(3-fluoro-phenyl)methyl]-3,3a,4,5,6,6a-hexahydro-1H-cyclopenta[c]pyrrol-5-amine ClC1=C(C=C(C=C1)F)C1=CC=C(N=N1)NC1C[C@@H]2[C@@H](CN(C2)CC2=CC(=CC=C2)F)C1